[I-].CN1C(=[N+](C2=C1C=CC=C2)C)SC 1,3-dimethyl-2-(methylthio)-1H-benzo[d]imidazol-3-ium iodide